C1(=CC=C(C=C1)C1=NC(=NC(=C1)C1=CC=C(C=C1)C1=CC(=CC2=CC=CC=C12)Cl)C1=CC=CC=C1)C1=CC=CC=C1 4-([1,1'-biphenyl]-4-yl)-6-(4-(3-chloronaphthalen-1-yl)phenyl)-2-phenylpyrimidine